acryloyloxytridecylethyldimethoxysilane C(C=C)(=O)OCCCCCCCCCCCCC[Si](OC)(OC)CC